3,3-di(azidomethyl)oxetane N(=[N+]=[N-])CC1(COC1)CN=[N+]=[N-]